(R)-2-((1-(2-cyano-3-(4-(2,4-difluorophenyl)piperazin-1-yl)-7-methylquinoxalin-5-yl)ethyl)amino)benzoic acid C(#N)C1=NC2=CC(=CC(=C2N=C1N1CCN(CC1)C1=C(C=C(C=C1)F)F)[C@@H](C)NC1=C(C(=O)O)C=CC=C1)C